CC1=NC(=CC=C1S(=O)(=O)N1C2CC3(CC(C3)N3CCOCC3)CC1CC2)C(F)(F)F 4-(8-((2-methyl-6-(trifluoromethyl)pyridin-3-yl)sulfonyl)-8-azaspiro[bicyclo[3.2.1]octane-3,1'-cyclobutane]-3'-yl)morpholine